methoxyformyl-methyl-triphenylphosphine bromide [Br-].COC(=O)C=1C(=C(C=CC1)P(C1=CC=CC=C1)C1=CC=CC=C1)C